C(#N)C1=NC=CC=C1C1=C(C=C2CCN3C(C2=C1)=C(N=C3C(=O)N3[C@](CCC3)(C(=O)N)C)C3=CC=C(C=C3)F)OC (R)-1-(9-(2-cyanopyridin-3-yl)-1-(4-fluorophenyl)-8-methoxy-5,6-dihydroimidazo[5,1-a]isoquinoline-3-carbonyl)-2-methylpyrrolidine-2-carboxamide